Dimethyl-Dodecylamine CN(CCCCCCCCCCCC)C